D-1-deoxy-xylofuranose C1[C@H](O)[C@@H](O)[C@H](O1)CO